(S)-1-(4-(7-(6-amino-4-methyl-3-(trifluoromethyl)pyridin-2-yl)-5,6,7,8-tetrahydroquinazolin-4-yl)piperazin-1-yl)prop-2-en-1-one NC1=CC(=C(C(=N1)[C@H]1CCC=2C(=NC=NC2C1)N1CCN(CC1)C(C=C)=O)C(F)(F)F)C